7-benzyloxy-6-bromo-3-(2,6-dibenzyloxy-3-pyridyl)-1-methyl-indazole C(C1=CC=CC=C1)OC=1C(=CC=C2C(=NN(C12)C)C=1C(=NC(=CC1)OCC1=CC=CC=C1)OCC1=CC=CC=C1)Br